BrC=1C=CC=C2C=C(C(OC12)=O)C(=O)N[C@H]1CCOC2=CC=CC=C12 (S)-8-bromo-N-(chroman-4-yl)-2-oxo-2H-chromene-3-carboxamide